methyl 1-(5-{[2,6-bis(trifluoromethyl)phenyl]methoxy}pyrimidin-2-yl)pyrazole-3-carboxylate FC(C1=C(C(=CC=C1)C(F)(F)F)COC=1C=NC(=NC1)N1N=C(C=C1)C(=O)OC)(F)F